C(C(=C)C)(=O)OCCC(OC1=CC2=CC=CC=C2C=C1)O hydroxy-3-(2-naphthoxy)propyl methacrylate